7,8-dimethoxy-2-(trifluoromethyl)-4H-chromen-4-one COC1=CC=C2C(C=C(OC2=C1OC)C(F)(F)F)=O